FC(S(=O)(=O)OC1=C(COC1)C(=O)OC)(F)F methyl 4-(((trifluoromethyl) sulfonyl) oxy)-2,5-dihydrofuran-3-carboxylate